C(O)C1=C(NOC2=C1C=CC=C2)CO bismethylolbenzoxazine